methyl (2S)-2-[[5-chloro-2-ethoxy-4-[[4-[3-[3-(4-fluoro-1-piperidyl)propoxy]-2-methyl-phenyl]indan-1-yl]amino]phenyl]methylamino]-3-hydroxy-propanoate ClC=1C(=CC(=C(C1)CN[C@H](C(=O)OC)CO)OCC)NC1CCC2=C(C=CC=C12)C1=C(C(=CC=C1)OCCCN1CCC(CC1)F)C